NC1=C(C(=NN1C(C)C)C1=CC=C(C=C1)CC(NC1=CC(=NO1)C(C)(C)C#N)=O)C(=O)N 5-Amino-3-[4-([[3-(1-cyano-1-methylethyl)-1,2-oxazol-5-yl]carbamoyl]methyl)phenyl]-1-isopropylpyrazole-4-carboxamide